1,3,5-trimethyl-4-(2-oxo-2-(prop-2-yn-1-ylamino)acetyl)-N-(4-(trifluoromethoxy)Phenyl)-1H-pyrrole-2-carboxamide CN1C(=C(C(=C1C)C(C(NCC#C)=O)=O)C)C(=O)NC1=CC=C(C=C1)OC(F)(F)F